CN(C)\C=C(/C(=O)OC)\C(C)=O methyl (Z)-2-((dimethylamino) methylene)-3-oxobutanoate